4,4,5,5-tetramethyl-2-(dibenzofuran-1-yl)phenyl-1,3,2-dioxaborolane CC1(C=C(C(=CC1(C)C)B1OCCO1)C1=CC=CC=2OC3=C(C21)C=CC=C3)C